N1=CC=C(C=C1)OC1CCC(CC1)C(=O)OC (1R,4r)-Methyl 4-(pyridin-4-yloxy)cyclohexanecarboxylate